4-bromo-2,6-dimethyl-aniline BrC1=CC(=C(N)C(=C1)C)C